O1C=NC2=C1C=C(C=C2)\C=C\2/N=C(NC2=O)N[C@@H]2COCCC2 (4Z)-4-(1,3-Benzoxazol-6-ylmethylene)-2-[[(3S)-tetrahydropyran-3-yl]amino]-1H-imidazol-5-one